4-chloro-3-(2,4-dioxo-1,3-diazacyclohexan-1-yl)benzoic acid ClC1=C(C=C(C(=O)O)C=C1)N1C(NC(CC1)=O)=O